4-(4-(benzofuran-5-yl)furan-2-yl)-4-oxobutyric acid methyl ester COC(CCC(=O)C=1OC=C(C1)C=1C=CC2=C(C=CO2)C1)=O